FC(C1=NN=C(O1)C=1C=CC(=NC1)CN1C(OC(=N1)C1=C(C(=CC=C1)C1CCN(CC1)C1CN(C1)C)F)=O)F 3-[[5-[5-(difluoromethyl)-1,3,4-oxadiazol-2-yl]-2-pyridyl]methyl]-5-[2-fluoro-3-[1-(1-methylazetidin-3-yl)-4-piperidyl]phenyl]-1,3,4-oxadiazol-2-one